(3R)-3-methyl-4-(6-methyl-2-[1H-pyrrolo[2,3-b]pyridin-4-yl]pyrimidin-4-yl)-morpholine C[C@H]1N(CCOC1)C1=NC(=NC(=C1)C)C1=C2C(=NC=C1)NC=C2